(1-(2-chloro-5-((4,5,6,7-tetrahydropyrazolo[1,5-a]pyrazin-3-yl)ethynyl)pyridin-4-yl)-4-methylpiperidin-4-yl)methanol ClC1=NC=C(C(=C1)N1CCC(CC1)(C)CO)C#CC=1C=NN2C1CNCC2